ClC1=C(C=CC(=C1NC=1C(=C2C(N(C=NC2=CC1)C)=O)C)F)NS(=O)(=O)N1C2CC(C1)C2 N-(2-chloro-3-((3,5-dimethyl-4-oxo-3,4-dihydroquinazolin-6-yl)amino)-4-fluorophenyl)-2-azabicyclo[2.1.1]hexane-2-sulfonamide